1-prop-2-ynylazepane C(C#C)N1CCCCCC1